BrC1=CC=C(C=C1)[C@@H]1CO[C@@H](CN1C(=O)OC(C)(C)C)C |r| rac-tert-Butyl (2R,5R)-5-(4-bromophenyl)-2-methylmorpholine-4-carboxylate